[Mn](=O)(=O)([O-])[O-].[Li+].[Mn](=O)(=O)([O-])[O-].[Co+2].[Ni+2] nickel cobalt manganate lithium manganate